4a-(4-chlorophenyl)octahydro-2H-benzo[b][1,4]oxazine ClC1=CC=C(C=C1)C12C(OCCN1)CCCC2